N1N=NC(=C1)N1CCN(CC1)CCC(C=CC=C)=C 1-(4-(triazolyl)-1-piperazinyl)-3-methylenehepta-4,6-diene